F[C@H]1[C@@H](CN(C1)CC=1C=C2C=CC(=NC2=CC1)C1CCOCC1)OC=1C=C2CN(C(C2=CC1)=O)C1C(NC(CC1)=O)=O 3-(5-(((3R,4R)-4-Fluoro-1-((2-(tetrahydro-2H-pyran-4-yl)quinolin-6-yl)methyl)pyrrolidin-3-yl)oxy)-1-oxoisoindolin-2-yl)piperidine-2,6-dione